CC=1C(NN=C(C1)C1=NC=CC=C1)=O 4-methyl-6-(pyridin-2-yl)pyridazin-3(2H)-one